(1R)-1-{5-[2-(trifluoromethyl)phenyl]-1,2,4-oxadiazol-3-yl}-6-azaspiro[2.5]octane-6-sulfonamide FC(C1=C(C=CC=C1)C1=NC(=NO1)[C@@H]1CC12CCN(CC2)S(=O)(=O)N)(F)F